C[N+](C)(C)CC(CC(=O)[O-])OC(=O)CCCCC(=O)O The molecule is an O-acylcarnitine compound having adipoyl as the acyl substituent. It has a role as a metabolite. It derives from an adipic acid. It is a conjugate acid of an O-adipoylcarnitine(1-).